4-Methyl-N-[4-(1-methyl-azepan-3-yl)-phenyl]-3-(4-pyridin-3-yl-pyrimidin-2-ylamino)-benzamide CC1=C(C=C(C(=O)NC2=CC=C(C=C2)C2CN(CCCC2)C)C=C1)NC1=NC=CC(=N1)C=1C=NC=CC1